Tert-butyl-((3R,5R)-1-(2-(6-acetyl-1-(cyclopropylmethyl)-1H-pyrrolo[2,3-b]pyridin-2-yl)-3-methylpyrazolo[1,5-a]pyridine-6-carbonyl)-5-fluoropiperidin-3-yl) carbamate C(N)(O[C@H]1C(N(C[C@@H](C1)F)C(=O)C=1C=CC=2N(C1)N=C(C2C)C2=CC=1C(=NC(=CC1)C(C)=O)N2CC2CC2)C(C)(C)C)=O